F[B-](F)(F)F.[Cu+] copper (I) tetrafluoroborate